NC=1C(=NC=CC1)C=1C=NC=CC1 amino-2,3'-bipyridine